C([C@@H](S)[C@H](O)CO)O thiothreitol